FCC(C#N)=C fluoromethyl-acrylonitrile